2-(PROPAN-2-YLAMINO)ACETIC ACID CC(C)NCC(=O)O